bicyclo[4.1.0]heptane-3-carboxylic acid C12CC(CCC2C1)C(=O)O